C(CC=C)[C@H]1COC2(N(C1=O)C1=CC=CC=C1)C=CC(C=C2)=O (s)-3-(3-butenyl)-5-phenyl-1-oxa-5-azaspiro[5.5]undec-7,10-diene-4,9-dione